(3S)-4-amino-N-((1S,2R)-2-ethoxycyclopropyl)-3-methyl-N-((5-(trifluoromethyl)-2-pyridinyl)methyl)-1,3-dihydrofuro[3,4-c]quinoline-8-carboxamide NC1=NC=2C=CC(=CC2C2=C1[C@@H](OC2)C)C(=O)N(CC2=NC=C(C=C2)C(F)(F)F)[C@@H]2[C@@H](C2)OCC